2-(chloromethyl)-6-fluoro-5-(trifluoromethoxy)-1H-benzo[d]imidazole ClCC1=NC2=C(N1)C=C(C(=C2)OC(F)(F)F)F